ClC1=CC(=CS1)CN(C(=O)N1C[C@H](N(CC1)C(N(C1=CC=CC=C1)C1=CC=CC=C1)=O)C(=O)O)CC (S)-4-(((5-chlorothiophene-3-yl)methyl)(ethyl)carbamoyl)-1-(diphenylcarbamoyl)piperazine-2-carboxylic acid